O=C(COC)NCCOCCOCCOCCC(=O)[O-] 4-oxo-2,8,11,14-tetraoxa-5-azaheptadecan-17-oate